OC(CCCCCCCC(=O)O)\C=C\C=CCCCCC 9-hydroxy-trans-10,12-octadecadienic acid